BrC1=CC=CC(=N1)NC(=O)[C@H]1N([C@@H]2C[C@H]2C1)C(CN1NC2=CC=C(C=C2C1C(=O)N)C=1C=NC(=NC1)N1CCCC1)=O |&1:14| 2-((1R,3S,SR)-3-((6-Bromopyridin-2-yl)carbamoyl)-2-azabicyclo[3.1.0]hexan-2-yl-2-oxoethyl)5-((2-pyrrolidin-1-yl)pyrimidin-5-yl)-1H-indazole-3-carboxamide